CS(=O)(=O)N1CCN(CC1)CC1=CC=2C(=C(N=C(C2)C=2C=NC(=NC2)N)N2CCOCC2)S1 5-[2-[[4-(methylsulfonyl)-1-piperazinyl]methyl]-7-(4-morpholinyl)thieno[2,3-c]pyridin-5-yl]-2-pyrimidinamine